6,9-dioxadispiro[2.1.45.33]dodecan-12-one C1CC12CC1(OCCO1)CCC2=O